2-CHLORO-N-(6-ETHYL-1-METHYL-1H-INDAZOL-7-YL)PYRIMIDINE-5-SULFONAMIDE ClC1=NC=C(C=N1)S(=O)(=O)NC=1C(=CC=C2C=NN(C12)C)CC